COS(=O)(=O)O.C(=C)N1CN(C=C1)C 1-vinyl-3-methylimidazole methyl-sulfate salt